ClC1=C(C(=C(C(=C1F)F)F)F)S(=O)(=O)N(CC(=O)O)CC1=C(C=CC=C1)Cl N-((2-chloro-3,4,5,6-tetrafluorophenyl)sulfonyl)-N-(2-chlorobenzyl)glycine